ClC=1C=C(C=C(C1)Cl)C1=CC(=CC(=N1)OC=1C=NC(=NC1)N1CCN(CC1)C(C(=O)O)C)CN1CCC(CC1)(CNC(=O)OC)F (4-(5-((6-(3,5-Dichlorophenyl)-4-((4-fluoro-4-(((methoxycarbonyl)amino)methyl)piperidin-1-yl)methyl)pyridin-2-yl)oxy)pyrimidin-2-yl)piperazin-1-yl)propanoic acid